(R)-2-((1-(3-isobutoxy-2,7-dimethyl-1-oxo-1,2-dihydroisoquinolin-5-yl)ethyl)amino)benzoic acid C(C(C)C)OC=1N(C(C2=CC(=CC(=C2C1)[C@@H](C)NC1=C(C(=O)O)C=CC=C1)C)=O)C